N-(dimethylaminopropyl)-carbodiimide CN(C)CCCN=C=N